P(=O)(O)(O)O[C@@H]1[C@H](NC(C)=O)[C@@H](O)[C@H](O)[C@H](O1)CO N-acetyl-α-D-glucosamine 1-Phosphate